ClC=1C=C(C=CC1)C1(CC1)NC(CCC1=CC=C(C=C1)O)=O N-[1-(3-Chlorophenyl)cyclopropyl]-p-hydroxybenzenepropanamide